C(CCC)[Sn](C1=NC=C(C=C1)C)(CCCCC)CCCC 2-(dibutyl(pentyl)stannyl)-5-methylpyridine